(2R,3S,5R)-3-(3,4-difluoro-2-methoxyphenyl)-5-methyl-N-(3-(sulfamoylamino)phenyl)-5-(trifluoromethyl)tetrahydrothiophene-2-carboxamide FC=1C(=C(C=CC1F)[C@H]1[C@@H](S[C@](C1)(C(F)(F)F)C)C(=O)NC1=CC(=CC=C1)NS(N)(=O)=O)OC